COC1=C(C=CC(=C1)C=1C(=NNC1C)C1=CC=NC=C1)N1CC2(C1)CCOCC2 2-[2-methoxy-4-[5-methyl-3-(4-pyridyl)-1H-pyrazol-4-yl]phenyl]-7-oxa-2-azaspiro[3.5]nonane